[Si](C1=CC=CC=C1)(C1=CC=CC=C1)(C(C)(C)C)OC(CC(=O)N[C@@H]1CC(CN(C1)C(=O)OC(C)(C)C)(F)F)CCI tert-butyl (5R)-5-[(3-{[tert-butyl (diphenyl) silyl] oxy}-5-iodopentanoyl) amino]-3,3-difluoropiperidine-1-carboxylate